F[C@@H]1C(NC(C[C@@H]1N1C=CC2=C1N=NC(=C2)C=2C(=CC1=C(N=C(O1)C)C2)O)(C)C)(C)C 5-{7-[(3S,4S)-3-fluoro-2,2,6,6-tetramethylpiperidin-4-yl]-7H-pyrrolo[2,3-c]pyridazin-3-yl}-2-methyl-1,3-benzoxazol-6-ol